O=C1CCCCN1C(=O)O 6-OXO-piperidinecarboxylic acid